[Na].FC(C(C(C(C(F)(F)F)(F)F)(F)F)(F)F)(F)F perfluoropentane sodium